FC=1C=C(C=CC1OC1=C2C(=NC=C1)NN=C2N[C@@H](CO)C2=CC=CC=C2)NC(=O)C=2C(N(N=CC2)C2=CC=C(C=C2)F)=O (R)-N-(3-Fluoro-4-((3-((2-hydroxy-1-phenylethyl)amino)-1H-pyrazolo[3,4-b]pyridin-4-yl)oxy)phenyl)-2-(4-fluorophenyl)-3-oxo-2,3-dihydropyridazin-4-carboxamid